OCCCCCCCC\C=C/C\C=C/CCCCCOCCCCCC=CCC=CCCCCCCCCO 18-[(6Z,9Z)-18-hydroxyoctadeca-6,9-dienoxy]octadeca-9,12-dien-1-ol